4-((1-(4-(Trifluoromethyl)benzyl)-4-(3-(trifluoromethyl)phenyl)-1H-indol-7-amido)methyl)benzoic acid FC(C1=CC=C(CN2C=CC3=C(C=CC(=C23)C(=O)NCC2=CC=C(C(=O)O)C=C2)C2=CC(=CC=C2)C(F)(F)F)C=C1)(F)F